2-(2-(dimethylamino)ethyl)-6-methoxy-N2-methyl-N5-(4-(1-methyl-1H-indazol-3-yl)pyrimidin-2-yl)-3-nitropyridine-2,5-diamine CN(CCC1(NC(=C(C=C1[N+](=O)[O-])NC1=NC=CC(=N1)C1=NN(C2=CC=CC=C12)C)OC)NC)C